ClC1=CC(=C(C=C1)C1C\C(\C(O1)=O)=C/C1=C(C=CC=C1)F)C=1C=NN(C1)C (E)-5-(4-chloro-2-(1-methyl-1H-pyrazol-4-yl)phenyl)-3-(2-fluorobenzylidene)dihydrofuran-2(3H)-one